6-Amino-2-(3,5-dichloro-4-((4-methyl-2-(pyridin-4-yl)quinolin-6-yl)oxy)phenyl)-1,2,4-Triazine-3,5(2H,4H)-dione NC=1C(NC(N(N1)C1=CC(=C(C(=C1)Cl)OC=1C=C2C(=CC(=NC2=CC1)C1=CC=NC=C1)C)Cl)=O)=O